P(=O)(OCCCl)(OCCCl)OCCCl tris-(chloroethyl) phosphate